(1R,2S,5S)-N-[(1S)-1-cyano-2-(6,6-dimethyl-2-oxo-3-piperidyl)ethyl]-3-[(2S)-3,3-dimethyl-2-[(2,2,2-trifluoroacetyl)amino]butanoyl]-6,6-dimethyl-3-azabicyclo[3.1.0]hexane-2-carboxamide C(#N)[C@H](CC1C(NC(CC1)(C)C)=O)NC(=O)[C@@H]1[C@H]2C([C@H]2CN1C([C@H](C(C)(C)C)NC(C(F)(F)F)=O)=O)(C)C